2,4-bis{4-[(3-dimethylaminopentyl)aminomethyl]phenyl}-7-phenyl-7H-pyrrolo[2,3-d]pyrimidine CN(C(CCNCC1=CC=C(C=C1)C=1N=C(C2=C(N1)N(C=C2)C2=CC=CC=C2)C2=CC=C(C=C2)CNCCC(CC)N(C)C)CC)C